FC=1C(=C(C=CC1)N1C(CN(CC1)C(=O)OCCCC)C)OC Butyl 4-(3-fluoro-2-methoxyphenyl)-3-methylpiperazine-1-carboxylate